6-BROMO-2-CHLORO-1H-INDOLE-3-CARBALDEHYDE BrC1=CC=C2C(=C(NC2=C1)Cl)C=O